8,8'-(((2-hydroxy-cyclohexyl)meth-yl)azanediyl)bis-(N,N-didecyloctan-amide) OC1C(CCCC1)CN(CCCCCCCC(=O)N(CCCCCCCCCC)CCCCCCCCCC)CCCCCCCC(=O)N(CCCCCCCCCC)CCCCCCCCCC